ClC=1C=C(C=CC1N1C(N(C=C1)C)=O)C1=C(C(=CC(=C1)F)C1=CC(=NC=C1)F)O 1-(3-chloro-5'-fluoro-3'-(2-fluoropyridin-4-yl)-2'-hydroxy-[1,1'-biphenyl]-4-yl)-3-methyl-1,3-dihydro-2H-imidazol-2-one